1-butyl-3-hydroxymethylpyridinium ethylsulfate C(C)OS(=O)(=O)[O-].C(CCC)[N+]1=CC(=CC=C1)CO